ClC1=C(C=C(OCC(=O)NC(=O)C23CC(C2)(C3)C=3OC(=NN3)CC3CC3)C=C1)F 2-(4-chloro-3-fluoro-phenoxy)-N-[1-[5-(cyclopropylmethyl)-1,3,4-oxadiazol-2-yl]-3-bicyclo[1.1.1]pentanoyl]acetamide